8-(4-fluoro-2-methylphenyl)-9-(4-((1-(3-fluoropropyl)azetidin-3-ylidene)methyl)phenyl)-6,7-dihydro-5H-benzo[7]annulene-3-carboxylic acid FC1=CC(=C(C=C1)C=1CCCC2=C(C1C1=CC=C(C=C1)C=C1CN(C1)CCCF)C=CC(=C2)C(=O)O)C